FC=1C=C2C(=C(/C(/C2=CC1)=C/C1=CC=C(C=C1)CCCC1=CC=CC=C1)C)CC(=O)O (Z)-2-(5-Fluoro-2-methyl-1-(4-(3-phenylpropyl)benzylidene)-1H-inden-3-yl)acetic acid